C[C@@H]1N(CC[C@]2(C1)OCCC1=C2SC(=C1CO)C(F)(F)F)CC=1C=NNC1 [(2'S,7R)-2'-methyl-1'-(1H-pyrazol-4-ylmethyl)-2-(trifluoromethyl)spiro[4,5-dihydrothieno[2,3-c]pyran-7,4'-piperidine]-3-yl]methanol